COC1=CC=2C=C3C(N(C2C=C1OCCCN1CCCC1)CC(CC)C)CCC3 7-methoxy-N-(2-methylbutyl)-6-[3-(pyrrolidin-1-yl)propoxy]-1H,2H,3H-cyclopenta[b]quinolin